ClC1=NC(=C2N=CN(C2=N1)[C@@H]1O[C@@H]([C@H]2OC(O[C@H]21)(C)C)CO)N2CC(C(C2)C2=CC=CC=C2)C2=CC=CC=C2 [(3aR,4R,6R,6aR)-4-[2-chloro-6-(3,4-diphenylpyrrolidin-1-yl)purin-9-yl]-2,2-dimethyl-3a,4,6,6a-tetrahydrofuro[3,4-d][1,3]dioxol-6-yl]methanol